7-(1-ethoxyvinyl)-8-fluoro-3-methyl-1H-quinolin-2-one C(C)OC(=C)C1=CC=C2C=C(C(NC2=C1F)=O)C